FC1(CCC(CC1)NC=1C(=CC(=CC1)C=1C(=NOC1C)C)N)F N1-(4,4-Difluorocyclohexyl)-4-(3,5-Dimethylisoxazol-4-yl)benzene-1,2-diamine